Silver(I) (difluoro(2-((perfluorophenoxy)carbonyl)benzo[b]thiophen-5-yl)methyl)phosphonate FC(C1=CC2=C(SC(=C2)C(=O)OC2=C(C(=C(C(=C2F)F)F)F)F)C=C1)(F)P([O-])([O-])=O.[Ag+].[Ag+]